OC[C@H](C1=CC=CC=C1)NC1=NC(=NC=C1C=1OC(=NN1)C(C)C)NC1=CC=C2CC(N(CC2=C1)C)=O 7-[[4-[[(1S)-2-hydroxy-1-phenyl-ethyl]amino]-5-(5-isopropyl-1,3,4-oxadiazol-2-yl)pyrimidin-2-yl]amino]-2-methyl-1,4-dihydroisoquinolin-3-one